(S)-5-(4-fluorophenyl)-7-methyl-N-(1,1,1-trifluoropropan-2-yl)pyrazolo[1,5-a]Pyrimidine-3-carboxylic acid FC1=CC=C(C=C1)C1=NC=2N(C(=C1)C)N(CC2C(=O)O)[C@H](C(F)(F)F)C